(S)-acetic acid 1-((2-(1-(2-fluorobenzyl)-5-(isoxazol-3-yl)-1H-pyrazol-3-yl) pyrimidin-4-yl) amino)-1-oxopropan-2-yl ester FC1=C(CN2N=C(C=C2C2=NOC=C2)C2=NC=CC(=N2)NC([C@H](C)OC(C)=O)=O)C=CC=C1